N-(2,4-Dihydroxy-6-phenethylphenyl)-2-oxo-2-phenylacetamide OC1=C(C(=CC(=C1)O)CCC1=CC=CC=C1)NC(C(C1=CC=CC=C1)=O)=O